C(C)(=O)OON aminooxy acetate